ClC=1C=C(C=CC1COC1=C(C=CC=C1)CCN(C1C=2C=CC(=NC2CCC1)C(=O)OCC)CCC1=CC=C(C=C1)C(=O)OC)C1=CC=C(C=C1)C(F)(F)F Ethyl 5-([2-(2-{[3-chloro-4'-(trifluoromethyl)biphenyl-4-yl]methoxy}phenyl)ethyl]{2-[4-(methoxy-carbonyl)phenyl] ethyl} amino)-5,6,7,8-tetrahydroquinoline-2-carboxylate